2-Chloro-1,3-dimethylimidazolinium hexafluorophosphate CN1CC[N+](=C1Cl)C.F[P-](F)(F)(F)(F)F